NC1=C(C(=NN1[C@@H]1CN([C@H](C1)COC)C(C=C)=O)Br)C(=O)N 5-amino-3-bromo-1-[(3S,5R)-5-(methoxymethyl)-1-(prop-2-enoyl)pyrrolidin-3-yl]pyrazole-4-carboxamide